CC1=CC2=C(N=C3N2C(=CC=C3)C3=CC=CC=C3)C=C1 8-methyl-1-phenylbenzo[4,5]imidazo[1,2-a]pyridine